vinyl acetate-imide C(C)(OC=C)=N